N-[1-(cyclobutylmethyl)-1H-pyrazol-4-yl]-6-(1-methyl-1H-pyrazol-4-yl)pyridine-2-carboxamide C1(CCC1)CN1N=CC(=C1)NC(=O)C1=NC(=CC=C1)C=1C=NN(C1)C